1-(5-(benzofuran-5-ylsulfonyl)-3,4,5,6-tetrahydropyrrolo[3,4-c]pyrrol-2(1H)-yl)-3-hydroxypropan-1-one O1C=CC2=C1C=CC(=C2)S(=O)(=O)N2CC1=C(C2)CN(C1)C(CCO)=O